6-chloro-2-methyl-3-phenyl-3,4-dihydropyrimidin-4-one ClC1=CC(N(C(=N1)C)C1=CC=CC=C1)=O